4-(2-hydroperoxypropan-2-yl)-phenyl propionate C(CC)(=O)OC1=CC=C(C=C1)C(C)(C)OO